2-[4-[2-(1-piperidinyl)ethoxy]phenyl]-5-propyl-3H-imidazo[2,1-b]purin-4-one N1(CCCCC1)CCOC1=CC=C(C=C1)C1=NC=2N3C(N(C(C2N1)=O)CCC)=NC=C3